C(C)(C)(C)N1N=C(C(=C1C)O)C(C)C 1-tert-butyl-4-hydroxy-5-methyl-3-isopropyl-pyrazole